FC=1C(=NC=NC1N1[C@]2(C[C@H]2CC1)C=1C=NC(=CC1)C(F)(F)F)NC[C@@H]1[C@H](CN(CC1)CC(=O)N)O |o1:8,10,&1:25,26| 2-((3RS,4RS)-4-(((5-fluoro-6-((1S*,5R*)-1-(6-(trifluoromethyl)pyridin-3-yl)-2-azabicyclo[3.1.0]hexan-2-yl)pyrimidin-4-yl)amino)methyl)-3-hydroxypiperidin-1-yl)acetamide